N-((3R,4S)-4-(2-fluorophenyl)-1-methylpyrrolidin-3-yl)-3-(2-methylpyridin-4-yl)-1H-pyrazolo[3,4-b]pyridine-5-amide FC1=C(C=CC=C1)[C@@H]1[C@H](CN(C1)C)NC(=O)C=1C=C2C(=NC1)NN=C2C2=CC(=NC=C2)C